COC1=C(C=C2C(=NC=NC2=C1)C1=C(N=C(S1)C)C1=CC=CC=C1)NC(=O)C1CC1 N-(7-methoxy-4-(2-methyl-4-phenylthiazol-5-yl)quinazolin-6-yl)cyclopropanecarboxamide